NC(C(CC1=CC=CC=C1)NC(CNC([C@H](CN(CC1=NC=CC=C1)CC1=CC=CC=C1)[2H])=O)=O)=O (S)-N-(2-((1-amino-1-oxo-3-phenylpropan-2-yl)amino)-2-oxoethyl)-3-(benzyl(pyridin-2-ylmethyl)amino)propanamide-2-d